3-morpholone N1C(COCC1)=O